4-((4-(3-carbamoyl-1H-pyrazol-5-yl)-2,6-difluorobenzyl)oxy)phenyl sulfurofluoridate S(OC1=CC=C(C=C1)OCC1=C(C=C(C=C1F)C1=CC(=NN1)C(N)=O)F)(=O)(=O)F